N-(2-hydroxy-2-methylpropyl)-piperidine-3-carboxamide OC(CNC(=O)C1CNCCC1)(C)C